2,4,4'-trihydroxybenzophenone OC1=C(C(=O)C2=CC=C(C=C2)O)C=CC(=C1)O